C(C(C)(C)C)(=O)OCO[C@@H]1[C@H](O[C@@]([C@@H]1O)(C#N)C1=CC=C2C(=NC=NN21)NC(CCC)=O)COC(CC2CCCCC2)=O (((2R,3S,4R,5R)-5-(4-butyramidopyrrolo[2,1-f][1,2,4]triazin-7-yl)-5-cyano-2-((2-cyclohexylacetoxy)methyl)-4-hydroxytetrahydrofuran-3-yl)oxy)methyl pivalate